methyl (cis)-4,9-difluoro-2-methyl-3,4-dihydro-2H-benzo[b][1,4]oxathiepine-7-carboxylate 5,5-dioxide F[C@@H]1S(C2=C(O[C@@H](C1)C)C(=CC(=C2)C(=O)OC)F)(=O)=O